C(C)C(O[SiH](OC)OC)(CC)CC triethyltrimethoxysilane